N6'-(2-(1-(Cyclopropylsulfonyl)-1H-pyrazol-4-yl)pyrimidin-4-yl)-N4'-(1-(2-fluoroethyl)piperidin-3-yl)-5-((1-methylpiperidin-4-yl)oxy)-[2,3'-bipyridine]-4',6'-diamine C1(CC1)S(=O)(=O)N1N=CC(=C1)C1=NC=CC(=N1)NC1=CC(=C(C=N1)C1=NC=C(C=C1)OC1CCN(CC1)C)NC1CN(CCC1)CCF